7-chloro-5,9-dioxa-13b-boranaphtho[3,2,1-de]anthracene ClC=1C=C2OC=3C=CC=CC3B3C2=C(C1)OC=1C=CC=CC13